1-(2-(4-((4-(methylsulfonyl)piperidin-1-yl)methyl)phenyl)-5-nitro-1-(phenylsulfonyl)-1H-pyrrolo[2,3-b]pyridin-4-yl)ethan-1-one CS(=O)(=O)C1CCN(CC1)CC1=CC=C(C=C1)C1=CC=2C(=NC=C(C2C(C)=O)[N+](=O)[O-])N1S(=O)(=O)C1=CC=CC=C1